2'-(1H-1,3-benzodiazol-2-yl)-5'-methoxy-4-{[(1R)-1-phenylbutyl]carbamoyl}-[1,1'-biphenyl]-2-carboxylic acid N1C(=NC2=C1C=CC=C2)C2=C(C=C(C=C2)OC)C=2C(=CC(=CC2)C(N[C@H](CCC)C2=CC=CC=C2)=O)C(=O)O